2,2-diisopentyl-1,3-propanediol C(CC(C)C)C(CO)(CO)CCC(C)C